C1C(CC2=CC=CC=C12)NC1=NC=C(C=N1)C1=NOC2(CN(C2)C(=O)[C@@H]2CC3=C(NN=N3)CC2)C1 (S)-(7-(2-((2,3-dihydro-1H-inden-2-yl)amino)pyrimidin-5-yl)-5-oxa-2,6-diazaspiro[3.4]oct-6-en-2-yl)(4,5,6,7-tetrahydro-1H-benzo[d][1,2,3]triazol-5-yl)methanone